C(C1=CC=CC=C1)N1C(C=2C=C(C(=NC2C=C1)C)C(=O)NCC1=NC=CC(=C1)F)=O 6-benzyl-N-((4-fluoropyridin-2-yl)methyl)-2-methyl-5-oxo-5,6-dihydro-1,6-naphthyridine-3-carboxamide